3-difluoromethyl-1-methyl-1H-pyrazole-4-carboxylic acid [2-(2,3,4,5-tetrafluorophenyl)-1-methyl-ethyl]-methoxy-amide FC1=C(C=C(C(=C1F)F)F)CC(C)N(C(=O)C=1C(=NN(C1)C)C(F)F)OC